COC=1C=C(C(=NC1C=1C2=C(C=NC1)N(C=N2)C)C#N)NC2=CC=C1C(=N2)CN(C12CCOCC2)C 5-methoxy-3-((6'-methyl-2,3,5,6,6',7'-hexahydrospiro[pyran-4,5'-pyrrolo[3,4-b]pyridin]-2'-yl)amino)-6-(3-methyl-3H-imidazo[4,5-c]pyridin-7-yl)picolinonitrile